ClC=1C=C(C=C2C3(C(N(C12)C)=O)CC3)C3N(CC(CC3)C)C(C(=O)O)=O 2-(2-(7'-chloro-1'-methyl-2'-oxospiro[cyclopropane-1,3'-indolin]-5'-yl)-5-methylpiperidin-1-yl)-2-oxoacetic acid